3-((6-methyl-2-((2-methylbenzo[d]thiazol-6-yl)amino)quinazolin-4-yl)amino)propan-1-ol CC=1C=C2C(=NC(=NC2=CC1)NC1=CC2=C(N=C(S2)C)C=C1)NCCCO